(S,Z)-3-(4-chlorophenyl)-N'-((4-chlorophenyl)sulfonyl)-4-phenyl-N-((1s,4R)-4-sulfamoylcyclohexyl)-4,5-dihydro-1H-pyrazole-1-carboximidamide ClC1=CC=C(C=C1)C1=NN(C[C@@H]1C1=CC=CC=C1)\C(\NC1CCC(CC1)S(N)(=O)=O)=N/S(=O)(=O)C1=CC=C(C=C1)Cl